C(C1=CC=CC=C1)N[C@@H](CC1=CC=C(C=C1)O)C(=O)O benzyl-L-tyrosine